2,2-bis(4-hydroxyphenyl)-p-diisopropylbenzene OC1=CC=C(C=C1)C1(C(C=CC(=C1)C(C)C)C(C)C)C1=CC=C(C=C1)O